C(C1=CC=CC=C1)C1(CC(=NO1)COC1=CC(=CC=C1)Cl)C(=O)O 5-benzyl-3-((3-chlorophenoxy)methyl)-4,5-dihydroisoxazole-5-carboxylic acid